(2R,3S)-2-(3-(6-bromo-7-nitro-1H-benzo[d]imidazol-1-yl)propyl)piperidin-3-ol BrC=1C=CC2=C(N(C=N2)CCC[C@H]2NCCC[C@@H]2O)C1[N+](=O)[O-]